C(C1=CC=CC=C1)OC[C@@H]1CC(CO1)=O (S)-5-((benzyloxy)methyl)dihydrofuran-3(2H)-one